FC1=CC(=C(C=C1)N1C(=C(C=2C1=CN=CC2)C(=O)C2CCN(CC2)C(=O)OC(C)(C)C)C)C(N([C@@H](C(F)(F)F)C)C(C)C)=O tert-Butyl (R)-4-(1-(4-fluoro-2-(isopropyl(1,1,1-trifluoropropan-2-yl)carbamoyl)phenyl)-2-methyl-1H-pyrrolo[2,3-c]pyridine-3-carbonyl)-piperidine-1-carboxylate